CCC[NH2+][C@H]1CCC2=C(C1)SC(=[NH+]2)N The molecule is an ammonium ion resulting from the protonation of two most basic nitrogens of pramipexole. It is a conjugate acid of a pramipexole.